NC1=CC=CC(=N1)S(=O)(=O)NC(=O)C=1C(=NC(=CC1)C1=CC(=CC(=C1)OCC(C)C)F)OC(C)C1=CC(=CC=C1)F N-[(6-Amino-2-pyridyl)sulfonyl]-6-(3-fluoro-5-isobutoxyphenyl)-2-[1-(3-fluorophenyl)ethoxy]pyridin-3-carboxamid